OCCCCCCC1CN(C1)C(=O)OC(C)(C)C tert-butyl 3-(6-hydroxyhexyl)azetidine-1-carboxylate